1,3-dimethyl-barbituric acid CN1C(=O)N(C(=O)CC1=O)C